FC(C=1N=C(C(=NC1C=1C2=C(C=NC1)N(C=N2)C)C(=O)N)NC2=CC=C(C=C2)N2CCOCC2)F 5-(Difluoromethyl)-6-(3-methylimidazo[4,5-c]pyridin-7-yl)-3-(4-morpholinoanilino)pyrazine-2-carboxamide